COC(C1CCN(CC1)C1=CC=C(C=C1)[N+](=O)[O-])OC 4-dimethoxymethyl-1-(4-nitrophenyl)piperidine